(E)-4-azidobut-2-en-1-ylacetate N(=[N+]=[N-])C/C=C/CCC(=O)[O-]